(2S,5R)-2-(N-((4-cyanophenyl) sulfonyl) carbamimidoyl)-7-oxo-1,6-diazabicyclo[3.2.1]octan-6-yl hydrogen sulfate S(=O)(=O)(ON1[C@@H]2CC[C@H](N(C1=O)C2)C(NS(=O)(=O)C2=CC=C(C=C2)C#N)=N)O